Zinc bis(12-hydroxystearic acid) OC(CCCCCCCCCCC(=O)O)CCCCCC.OC(CCCCCCCCCCC(=O)O)CCCCCC.[Zn]